CC1(C=CCC2CCC(CC12)C=O)C hexahydro-8,8-dimethyl-2-naphthaldehyde